C(C)(C)(C)OC(=O)N1[C@@H](CN(C[C@@H]1C)C1=C2C=NC(=NC2=C(C=C1)C(N)=O)OC)C.C(C=C)OC1=NC=CC=N1 2-(allyloxy)pyrimidine tert-butyl-(2R,6S)-4-(8-carbamoyl-2-methoxyquinazolin-5-yl)-2,6-dimethylpiperazine-1-carboxylate